P(OCC)(OCC)(OC1=NC(=NC(=C1)C)CCC)=S O,O-diethyl O-6-methyl-2-propylpyrimidin-4-yl phosphorothioate